5-[(dimethylamino)methyl]-4-methoxy-2H-indazole-7-carboxamide CN(C)CC1=C(C2=CNN=C2C(=C1)C(=O)N)OC